BrC1=CC(=C(C=C1)C(C)NC(OC(C)(C)C)=O)Cl Tert-butyl (1-(4-bromo-2-chlorophenyl)ethyl)carbamate